C(CCCCCCCCCCC)C1=CC=C(C=C1)C(C1CO1)OC(C1CO1)C1=CC=C(C=C1)CCCCCCCCCCCC 4-Dodecylphenylglycidylether